2-chloro-2'-deoxyadenosine ClC=1N=C(C=2N=CN([C@H]3C[C@H](O)[C@@H](CO)O3)C2N1)N